BrC=1C=C2C(N(C=NC2=CC1)CCBr)=O 6-Bromo-3-(2-bromoethyl)quinazolin-4(3H)-one